3-(2-cyano-5-(((5-fluoro-2,3-dihydrobenzofuran-4-yl)methyl)amino)imidazo[1,2-c]pyrimidin-8-yl)phenethyl methanesulfonate CS(=O)(=O)OCCC1=CC(=CC=C1)C=1C=2N(C(=NC1)NCC1=C(C=CC3=C1CCO3)F)C=C(N2)C#N